C1(CC1)C(=O)N1CCN(CC1)C(=O)C=1C(=C2C(=NC1)C=CS2)C2=CC=C(C=C2)C2(CC2)C#N 1-(4-(6-(4-(cyclopropanecarbonyl)piperazine-1-carbonyl)thieno[3,2-b]pyridin-7-yl)phenyl)cyclopropane-1-carbonitrile